2-(8-((2S,5R)-5-ethyl-2-methyl-4-(1-(thiazolo[5,4-b]pyridin-5-yl)ethyl)piperazin-1-yl)-5-methyl-6-oxo-5,6-dihydroimidazo[1,2-b]pyridazin-2-yl)acetonitrile C(C)[C@H]1N(C[C@@H](N(C1)C=1C=2N(N(C(C1)=O)C)C=C(N2)CC#N)C)C(C)C2=CC=C1C(=N2)SC=N1